CC1=NN(C=C1NC1=NC=C(C(=N1)NCCCN1C(N(CCCC1)C)=O)C#N)C1CN(CC1)C 2-((3-methyl-1-(1-methylpyrrolidin-3-yl)-1H-pyrazol-4-yl)amino)-4-((3-(3-methyl-2-oxo-1,3-diazepan-1-yl)propyl)amino)pyrimidine-5-carbonitrile